ClC=1C=C2C(N[C@H](COC3=CC=CC=C3C=3C(=CC(=C(NS(C(C1O)=C2)(=O)=O)C3)F)F)C)=O (10S)-15-chloro-21,23-difluoro-16-hydroxy-10-methyl-8-oxa-18lambda6-thia-11,19-diazatetracyclo[18.3.1.113,17.02,7]pentacosa-1(24),2,4,6,13,15,17(25),20,22-nonaene-12,18,18-trione